1-((6-cyclopropylimidazo[1,2-a]pyridin-2-yl)methyl)-N-((4,6-dimethyl-1H-indol-5-yl)methyl)-1H-pyrazole-4-carboxamide C1(CC1)C=1C=CC=2N(C1)C=C(N2)CN2N=CC(=C2)C(=O)NCC=2C(=C1C=CNC1=CC2C)C